ethyl (R)-1-(3-((1-(tert-butoxy)-2-methyl-1-oxopropan-2-yl)oxy)-4-cyanophenyl)piperidine-3-carboxylate C(C)(C)(C)OC(C(C)(C)OC=1C=C(C=CC1C#N)N1C[C@@H](CCC1)C(=O)OCC)=O